3-[[(1R)-1-[2-(6-azaspiro[2.5]octan-6-yl)-6-fluoro-4-oxo-chromen-8-yl]ethyl]amino]-6-chloro-pyridine-2-carboxylic acid C1CC12CCN(CC2)C=2OC1=C(C=C(C=C1C(C2)=O)F)[C@@H](C)NC=2C(=NC(=CC2)Cl)C(=O)O